C(#N)C1=C(C=C(C=C1)B(O)O)F (4-Cyano-3-fluorophenyl)boronic acid